2-((3,5-dicyano-4-ethyl-6-((S)-3-hydroxypyrrolidin-1-yl)pyridin-2-yl)thio)-2-(2,6-difluorophenyl)acetamide nickel-silicon-cobalt-magnesium [Mg].[Co].[Si].[Ni].C(#N)C=1C(=NC(=C(C1CC)C#N)N1C[C@H](CC1)O)SC(C(=O)N)C1=C(C=CC=C1F)F